2,4-dimethyl-pentanoic acid CC(C(=O)O)CC(C)C